4-(1-(1-(quinolin-6-yl)-1h-indazol-4-yl)ethyl)morpholine hydrochloride Cl.N1=CC=CC2=CC(=CC=C12)N1N=CC2=C(C=CC=C12)C(C)N1CCOCC1